N1C(=NCC1)C(C)C 2-(2-imidazolin-2-yl)propane